C(=CCCCCC)O heptaenol